rhodium phenylphosphine chloride [Cl-].C1(=CC=CC=C1)P.[Rh+3].[Cl-].[Cl-]